6-bromopyrazolo[5,1-f][1,2,4]triazin-4-amine BrC1=NN2N=CN=C(C2=C1)N